FC(C(=O)N[C@@H]1[C@H](CNCC1)C)(OC1=CC=C(C=C1)F)F 2,2-difluoro-2-(4-fluorophenoxy)-N-((3S,4S)-3-methylpiperidin-4-yl)acetamide